5-(3-chloro-4-methoxyphenyl)-1H-pyrrolo[2,3-b]Pyridine ClC=1C=C(C=CC1OC)C=1C=C2C(=NC1)NC=C2